The molecule is a branched trisaccharide consisting of one D-glucose and two L-glycero-alpha-D-manno-heptopyranose residues (one at the reducing end), linked as shown. C([C@@H]1[C@H]([C@@H]([C@H]([C@@H](O1)O[C@H]2[C@@H]([C@@H]([C@H](O[C@@H]2[C@H](CO)O)O)O)O[C@@H]3[C@H]([C@H]([C@@H]([C@H](O3)[C@H](CO)O)O)O)O)O)O)O)O